tert-Butyl-2-[[3-[[(E,2S)-7-(dimethylamino)-2-(methoxycarbonylamino)-7-oxo-hept-5-enoyl]amino]-2-oxo-1-pyridyl]methyl]-6-fluoro-4-(3,3,3-trifluoropropyl)benzimidazol-1-carboxylat C(C)(C)(C)OC(=O)N1C(=NC2=C1C=C(C=C2CCC(F)(F)F)F)CN2C(C(=CC=C2)NC([C@H](CC\C=C\C(=O)N(C)C)NC(=O)OC)=O)=O